FC(COP1(=NP(=NP(=N1)(F)F)(F)F)F)(F)F trifluoroethoxy(pentafluoro)cyclotriphosphazene